tert-butyl 4-[4-[5-[2-(5-fluoro-2-pyridyl)-2-methoxy-ethoxy]imidazo[1,2-a]pyridin-7-yl]-5-methyl-triazol-1-yl]piperidine-1-carboxylate FC=1C=CC(=NC1)C(COC1=CC(=CC=2N1C=CN2)C=2N=NN(C2C)C2CCN(CC2)C(=O)OC(C)(C)C)OC